(S)-3-amino-3-(4-phenylthiophen-2-yl)propionic acid ethyl ester C(C)OC(C[C@@H](C=1SC=C(C1)C1=CC=CC=C1)N)=O